BrC=1C=CC(=C(CNC(OC(C)(C)C)=O)C1)OCC(C)C tert-Butyl (5-bromo-2-isobutoxybenzyl)carbamate